C1(CC1)N1C(C=C(C2=CC=C(C=C12)NC1=CC=C(C=C1)F)C(F)(F)F)=O 1-cyclopropyl-7-((4-fluorophenyl)amino)-4-(trifluoromethyl)quinolin-2(1H)-one